3-[5-amino-3-(2-methoxy-6-methyl-4-pyridinyl)pyrazolo[1,5-a]pyrimidin-2-yl]benzonitrile NC1=NC=2N(C=C1)N=C(C2C2=CC(=NC(=C2)C)OC)C=2C=C(C#N)C=CC2